1-Benzyl-N-(1-methyl-2-oxo-2,3,4,5-tetrahydro-1H-[1,3]diazepino[1,2-b]indazol-3-yl)-1H-1,2,4-triazol-3-carboxamid C(C1=CC=CC=C1)N1N=C(N=C1)C(=O)NC1C(N(C=2N(N=C3C=CC=CC23)CC1)C)=O